2-(4-(2-Hydroxy-2-methylpropionyl) phenoxy)ethyl acrylate C(C=C)(=O)OCCOC1=CC=C(C=C1)C(C(C)(C)O)=O